BrC\C=C/C#CC(C)(C)C Z-1-bromo-6,6-dimethyl-2-hepten-4-yne